6-carbamoyl-2-fluoro-3',6'-dihydro-[3,4'-bipyridine]-1'(2'H)-carboxylic acid tert-butyl ester C(C)(C)(C)OC(=O)N1CCC(=CC1)C=1C(=NC(=CC1)C(N)=O)F